CN(C1=NC=CC=C1)C N,N-dimethylpyridine-2-amine